4-bromo-N-(2-chloroethyl)biphenyl-2-amine BrC=1C=C(C(=CC1)C1=CC=CC=C1)NCCCl